O=C1NC2=C(N1)C=CC=C2NC(\C=C\C=2C(=NC(=CC2)C(F)(F)F)N2CCCCC2)=O (E)-N-(2-oxo-2,3-dihydro-1H-benzo[d]imidazol-4-yl)-3-(2-(piperidin-1-yl)-6-(trifluoromethyl)pyridin-3-yl)acrylamide